[C@H]12NC[C@H]([C@@H]1N1C(=CC=3C(=NC=4C(=C(C(=CC4C31)CCC#N)C3=CC=CC1=CC=C(C=C31)F)F)C)CN3C(CN(CC3)C)=O)C2 3-(1-((1r,4r,5s)-2-azabicyclo[2.1.1]hexane-5-yl)-6-fluoro-7-(7-fluoronaphthalen-1-yl)-4-methyl-2-((4-methyl-2-oxopiperazin-1-yl)methyl)-1H-pyrrolo[3,2-c]quinolin-8-yl)propionitrile